methyl N-[[5-[1-[4-(difluoromethyl)-2,6-difluorophenyl]-1H-pyrazol-3-yl]-2-methylphenyl]methyl]carbamate FC(C1=CC(=C(C(=C1)F)N1N=C(C=C1)C=1C=CC(=C(C1)CNC(OC)=O)C)F)F